1-(2-(2-fluoro-3,4-dihydroxy-5-methoxyphenyl)-1-(3-methyloxetan-3-yl)-1H-benzo[d]imidazol-5-yl)pyrrolidin-2-one FC1=C(C=C(C(=C1O)O)OC)C1=NC2=C(N1C1(COC1)C)C=CC(=C2)N2C(CCC2)=O